OC1(CC1)C(=O)O 1-hydroxycyclopropanecarboxylic acid